(4-(2-(1-ethyl-3-methyl-1H-pyrazole-5-carboxamido)-7-hydroxy-5-(methoxycarbonyl)-1H-benzo[d]imidazol-1-yl)but-2-en-1-yl)-7-methoxy-1H-benzo[d]imidazole-5-carboxylic acid C(C)N1N=C(C=C1C(=O)NC1=NC2=C(N1CC=CCN1C=NC3=C1C(=CC(=C3)C(=O)O)OC)C(=CC(=C2)C(=O)OC)O)C